[Cl-].C(CCCCCCCCCCCCCCCCCCC)[NH+](C)C arachidyl-dimethyl-ammonium chloride